5-(bis(4-methoxybenzyl)amino)-3-chloro-2-iodobenzaldehyde COC1=CC=C(CN(C=2C=C(C(=C(C=O)C2)I)Cl)CC2=CC=C(C=C2)OC)C=C1